C(C(C)C)(=O)[O-].[Cr+2].C(C(C)C)(=O)[O-] chromium(II) isobutyrate